(R)-N-(1-(6-((8-(1-ethyl-3-(trifluoromethyl)-1H-pyrazol-4-yl)-6-((2-methyl-1H-imidazol-1-yl)methyl)-4-oxochroman-3-yl)methyl)-4-methylpyridin-2-yl)azetidin-3-yl)-N-methylglycine C(C)N1N=C(C(=C1)C=1C=C(C=C2C([C@@H](COC12)CC1=CC(=CC(=N1)N1CC(C1)N(CC(=O)O)C)C)=O)CN1C(=NC=C1)C)C(F)(F)F